10-(3-fluorophenyl)-2-(2-morpholinopyrimidin-5-yl)-7,8,9,10-tetrahydro-6H-cyclohepta[4,5]imidazo[1,2-a]pyridin-10-ol FC=1C=C(C=CC1)C1(CCCCC=2N=C3N(C=C(C=C3)C=3C=NC(=NC3)N3CCOCC3)C21)O